8-(1-methyl-1H-indol-6-yl)quinoxalin CN1C=CC2=CC=C(C=C12)C=1C=CC=C2N=CC=NC12